FC(N1N=CC(=C1)CC(=O)N)F 2-(1-(difluoromethyl)-1H-pyrazol-4-yl)acetamide